(S)-1-(2,3-difluorobenzyl)-N-(2,4-dimethyl-5-oxo-5,6,7,8-tetrahydro-4H-pyrazolo[1,5-a][1,3]diazepin-6-yl)-1H-1,2,4-triazole-3-carboxamide FC1=C(CN2N=C(N=C2)C(=O)N[C@@H]2C(N(C=3N(CC2)N=C(C3)C)C)=O)C=CC=C1F